N1C(CC1)=O.[Rh] rhodium azetidinone